C(C)(C)(C)[S@@](=O)N[C@@H]1C2=CC=CC(=C2CC12CCN(CC2)C(=O)OC(C)(C)C)C tert-butyl (S)-1-(((R)-tert-butylsulfinyl) amino)-4-methyl-1,3-dihydrospiro[indene-2,4'-piperidine]-1'-carboxylate